C(C)(C)(C)OC(N(C)C1CC(CC1)O)=O racemic-(3-hydroxycyclopentyl)(methyl)carbamic acid tert-butyl ester